(3-bromophenyl)cyclobutanecarboxaldehyde BrC=1C=C(C=CC1)C1(CCC1)C=O